ClC1=C(C2=C(NC(O[C@@]23CN(CCC3)C(=O)C=3C=NN(C3)CC=3C=C(C=CC3)S(=O)(=O)N)=O)C=C1)F (R)-3-((4-(6-chloro-5-fluoro-2-oxo-1,2-dihydrospiro[benzo[d][1,3]oxazine-4,3'-piperidine]-1'-carbonyl)-1H-pyrazol-1-yl)methyl)benzene-sulfonamide